ClC=1C=C(C(=O)N2CC=3C(C[C@H]2C)=NN(C3C(=O)O)[C@@H](CNC(C)C=3OC(=NN3)C)C)C=CC1Cl (6R)-5-(3,4-dichlorobenzoyl)-6-methyl-2-((2R)-1-((1-(5-methyl-1,3,4-oxadiazol-2-yl)ethyl)amino)propan-2-yl)-4,5,6,7-tetrahydro-2H-pyrazolo[4,3-c]pyridine-3-carboxylic acid